FC1=C(C(=CC=C1)F)C1=CC=C(C=C1)[C@H](CO)NC(=O)[C@H]1N(C[C@@H](C1)O)C(=O)OC(C)(C)C tert-butyl (2S,4R)-2-(((R)-1-(2',6'-difluoro-[1,1'-biphenyl]-4-yl)-2-hydroxy ethyl)carbamoyl)-4-hydroxypyrrolidine-1-carboxylate